2-[1-[2-(7,7-Difluoro-2-azaspiro[3.3]heptan-2-yl)-6-methyl-4-oxo-chromen-8-yl]ethylamino]benzoic acid FC1(CCC12CN(C2)C=2OC1=C(C=C(C=C1C(C2)=O)C)C(C)NC2=C(C(=O)O)C=CC=C2)F